methyl 9-[1-(3,4-difluoroanilino)ethyl]-2-morpholino-4-oxo-pyrido[1,2-a]pyrimidine-7-carboxylate FC=1C=C(NC(C)C2=CC(=CN3C2=NC(=CC3=O)N3CCOCC3)C(=O)OC)C=CC1F